(S)-6-(4-fluorobenzyl)-3-methyl-1-(2-((2R,5R)-5-methyl-2-(((R)-3-methylmorpholino)methyl)piperazin-1-yl)acetyl)indoline-3-carboxylic acid dihydrochloride Cl.Cl.FC1=CC=C(CC2=CC=C3[C@@](CN(C3=C2)C(CN2[C@H](CN[C@@H](C2)C)CN2[C@@H](COCC2)C)=O)(C(=O)O)C)C=C1